6-(2-bromo-2-methylpropylamino)hexanoic acid BrC(CNCCCCCC(=O)O)(C)C